3-((1-(tert-butoxycarbonyl) azetidin-3-yl) oxy)-4-hydroxypyrrolidine-1-carboxylate C(C)(C)(C)OC(=O)N1CC(C1)OC1CN(CC1O)C(=O)[O-]